2-((4-Amino-5-(2-(pyridin-3-yl)ethyl)-4H-1,2,4-triazol-3-yl)thio)-N-(benzothiazol-2-yl)acetamid NN1C(=NN=C1CCC=1C=NC=CC1)SCC(=O)NC=1SC2=C(N1)C=CC=C2